CC1(C(CC(S1)=O)C1=CC=C(C=C1)C)C 5,5-dimethyl-4-(p-tolyl)dihydrothiophen-2(3H)-one